CN1CC(C1)CNC(=O)C1=CC=CN2C1=NC=1C3=C(C=CC1C2=O)C=CC=C3 N-((1-methylazetidin-3-yl)methyl)-7-oxo-7H-benzo[h]pyrido[2,1-b]quinazoline-12-carboxamide